4-(4-amino-2-methylphenyl)-5-chloro-3-(4-(((1-fluorocyclopropyl)methyl)carbamoyl)-3-methoxyphenyl)-1H-pyrrole-2-carboxamide NC1=CC(=C(C=C1)C=1C(=C(NC1Cl)C(=O)N)C1=CC(=C(C=C1)C(NCC1(CC1)F)=O)OC)C